6-[8-(1,3-benzothiazol-2-ylcarbamoyl)-3,4-dihydroisoquinolin-2(1H)-yl]-3-(1-{3-[(dimethylamino)methyl]benzyl}-1H-pyrazol-4-yl)pyridine-2-carboxylic acid tert-butyl ester C(C)(C)(C)OC(=O)C1=NC(=CC=C1C=1C=NN(C1)CC1=CC(=CC=C1)CN(C)C)N1CC2=C(C=CC=C2CC1)C(NC=1SC2=C(N1)C=CC=C2)=O